COC(=O)C=1C(=CN(C(C1)=O)C)C1=CC(=NC=C1OC)C(F)F 2'-(difluoromethyl)-5'-methoxy-1-methyl-6-oxo-1,6-dihydro-[3,4'-bipyridine]-4-carboxylic acid methyl ester